1,3-dimethylpyrazole-5-yl methanesulfonate CS(=O)(=O)OC1=CC(=NN1C)C